C(C)N=S(C(F)(F)F)(=O)C=1C=CC2=C(N=C(O2)C2=NC=CC=C2S(=O)(=O)CC)C1 Ethylimino-[2-(3-ethylsulfonyl-2-pyridyl)-1,3-benzoxazol-5-yl]oxo(trifluoromethyl)-λ6-sulfan